COC=1C=C2C[C@H](NCC2=CC1)C(=O)O (S)-6-methoxy-1,2,3,4-tetrahydroisoquinoline-3-carboxylic acid